4-(2-bromopyrazolo[1,5-a]pyrimidin-7-yl)-2-cyclopentyl-benzoic acid BrC1=NN2C(N=CC=C2C2=CC(=C(C(=O)O)C=C2)C2CCCC2)=C1